C(C)(C)OC(=O)N1CC2(C1)CCN(CC2)C2=NC=C(C=C2)C=2C=1N(C=C(C2)C=2C=NN(C2)C)N=CC1C#N 7-(5-(3-cyano-6-(1-methyl-1H-pyrazol-4-yl)pyrazolo[1,5-a]pyridin-4-yl)pyridin-2-yl)-2,7-diazaspiro[3.5]nonane-2-carboxylic acid isopropyl ester